3-((1-benzyl-1H-pyrazol-4-yl)oxy)pyrrolidine-1-carboxylic acid tert-butyl ester C(C)(C)(C)OC(=O)N1CC(CC1)OC=1C=NN(C1)CC1=CC=CC=C1